C(C)(C)(C)OC(=O)N([C@H](C(=O)O[C@@H](C(=O)OCC1=CC=CC=C1)CC1=CC=C(C=C1)C(C)(C)C)CC(C)C)C (2R)-1-(benzyloxy)-3-(4-tert-butylphenyl)-1-oxopropan-2-yl (2S)-2-[[(tert-butoxy)carbonyl](methyl) amino]-4-methylpentanoate